benzyl 6-oxo-6-((2-(((2R,3S,4R,5S,6S)-3,4,5-trihydroxy-6-methyltetrahydro-2H-pyran-2-yl)oxy)ethyl)amino)hexanoate O=C(CCCCC(=O)OCC1=CC=CC=C1)NCCO[C@@H]1O[C@H]([C@H]([C@H]([C@@H]1O)O)O)C